N-methylbutyramide CNC(CCC)=O